2-bromo-4,6-dinitro-N-(2,2,2-trifluoroethyl)aniline BrC1=C(NCC(F)(F)F)C(=CC(=C1)[N+](=O)[O-])[N+](=O)[O-]